phenylsulfanyl-1,4-oxaazepane-4-carboxylic acid benzyl ester C(C1=CC=CC=C1)OC(=O)N1CC(OCCC1)SC1=CC=CC=C1